ClC=1C(=NC(=NC1)NC=1C=CC2=C(N(N=C2C1)C)N1CC2(C1)CCN(CC2)C)C=2C=NN(C2)S(=O)(=O)C2CC2 N-(5-chloro-4-(1-(cyclopropanesulfonyl)-1H-pyrazol-4-yl)pyrimidin-2-yl)-2-methyl-3-(7-methyl-2,7-diazaspiro[3.5]nonan-2-yl)-2H-indazol-6-amine